ClC1=NC=C(C(=O)NOC)C(=C1)NC=1C(=NC(=CC1)C)N(C)S(=O)(=O)C 6-chloro-N-methoxy-4-((6-methyl-2-(N-methylmethylsulfonylamino)pyridin-3-yl)amino)nicotinamide